6-(Cyclopropanecarboxamido)-4-((5-(1-methoxypropan-2-yl)-4-oxo-4,5-dihydrothieno[2,3-d]pyridazin-3-yl)amino)-N-(methyl-d3)nicotinamide C1(CC1)C(=O)NC1=NC=C(C(=O)NC([2H])([2H])[2H])C(=C1)NC1=CSC=2C=NN(C(C21)=O)C(COC)C